5-formyl-furoic acid C(=O)C1=CC=C(O1)C(=O)O